C(CC(C)C)NCCCCCCCCCCCN N-isopentylundecane-1,11-diamine